ClC1=C(OCC2=NC=CC(=N2)OC2CCN(CC2)CC2=NC3=C(N2C[C@H]2OCC2)C=C(C=C3)C(=O)O)C=CC(=C1)C#N 2-{[4-({2-[(2-chloro-4-cyanophenoxy)methyl]pyrimidin-4-yl}oxy)piperidin-1-yl]methyl}-1-{[(2S)-oxetan-2-yl]methyl}-1H-1,3-benzodiazole-6-carboxylic acid